ClC1=NC=CC=C1C1=CC=C(C=C1)[C@H](CO)NC(=O)[C@H]1N(C[C@@H](C1)O)C(=O)OC(C)(C)C tert-butyl (2S,4R)-2-(((R)-1-(4-(2-chloropyridin-3-yl)phenyl)-2-hydroxyethyl)carbamoyl)-4-hydroxypyrrolidine-1-carboxylate